(2-(4-fluorophenyl)pyridin-4-yl)methyl((2-(2,6-dioxopiperidin-3-yl)-3-oxoisoindolin-5-yl)methyl)carbamate FC1=CC=C(C=C1)C1=NC=CC(=C1)OC(N(CC=1C=C2C(N(CC2=CC1)C1C(NC(CC1)=O)=O)=O)C)=O